(R)-5-Chloro-7-iodo-N-(1-methylpiperidin-3-yl)oxazolo[4,5-b]pyridin-2-amine ClC1=CC(=C2C(=N1)N=C(O2)N[C@H]2CN(CCC2)C)I